tert-Butyl (3-acetyl-9-(8-((3-amino-2-chlorophenyl)thio)imidazo[1,2-c]pyrimidin-5-yl)-3,9-diazaspiro[5.5]undecane-1-yl)carbamate C(C)(=O)N1CC(C2(CC1)CCN(CC2)C2=NC=C(C=1N2C=CN1)SC1=C(C(=CC=C1)N)Cl)NC(OC(C)(C)C)=O